1-(3-chloro-4-(trifluoromethyl)phenyl)-3-(3-(3-cyanoquinoxaline-6-carbonyl)phenyl)urea ClC=1C=C(C=CC1C(F)(F)F)NC(=O)NC1=CC(=CC=C1)C(=O)C=1C=C2N=C(C=NC2=CC1)C#N